2-(3-aminoprop-1-yn-1-yl)-N-((3S,4R)-3-fluoro-1-methylpiperidin-4-yl)-3-(2,2,2-trifluoroethyl)pyrazolo[1,5-a]pyridin-7-amine dihydrochloride Cl.Cl.NCC#CC1=NN2C(C=CC=C2N[C@H]2[C@H](CN(CC2)C)F)=C1CC(F)(F)F